OC1=C(C=CC=C1)C(\C=C\C1=CC(=CC=C1)OCC1=CC=CC=C1)=O (E)-1-(2-Hydroxyphenyl)-3-(3-phenylmethoxyphenyl)prop-2-en-1-one